COC=1C(=CC2=C(CC(O2)(C)C)C1)CC(C)N 1-(5-methoxy-2,2-dimethyl-3H-1-benzofuran-6-yl)propan-2-amine